(1RS)-1-[2-(trifluoromethyl)pyridin-4-yl]ethan-1-amine FC(C1=NC=CC(=C1)[C@@H](C)N)(F)F |r|